N-[(1S)-1-[4-(5-amino-1-methyl-1H-pyrazol-4-yl) pyridin-2-yl]But-3-en-1-yl]Carbamate NC1=C(C=NN1C)C1=CC(=NC=C1)[C@H](CC=C)NC([O-])=O